2-(chloromethoxy)ethyltrisilane tert-Butyl-3-(7-bromo-4-(1H-imidazol-1-yl)-8-methoxyquinolin-2-yl)benzoate C(C)(C)(C)OC(C1=CC(=CC=C1)C1=NC2=C(C(=CC=C2C(=C1)N1C=NC=C1)Br)OC)=O.ClCOCC[SiH2][SiH2][SiH3]